Ethyl-1,8-diazabicyclo[5.4.0]-7-undecenium C(C)[N+]12CCCCCC2=NCCC1